C12C(CC(C=C1)C2)COCCCCCCOCC2C1C=CC(C2)C1 1,6-bis(bicyclo[2.2.1]hept-5-en-2-ylmethoxy)hexane